2'-(3,5-dichlorophenyl)spiro[cyclohexane-1,1'-indene]-4-one ClC=1C=C(C=C(C1)Cl)C=1C2(C3=CC=CC=C3C1)CCC(CC2)=O